NC1=CC=2C(=C3C(=NC2C=C1F)C1=CC2=C(C(N1C3)=O)COC([C@]2(O)CC)=O)CCN (S)-9-amino-11-(2-aminoeth-yl)-4-ethyl-8-fluoro-4-hydroxy-1,12-dihydro-14H-pyrano[3',4':6,7]indolizino[1,2-b]quinoline-3,14(4H)-dione